4-[(tert-butyldiphenylsilyl)oxy]-N-[2-(4-methyl-1,4-diazepan-1-yl)-5-nitrophenyl]butanamide [Si](C1=CC=CC=C1)(C1=CC=CC=C1)(C(C)(C)C)OCCCC(=O)NC1=C(C=CC(=C1)[N+](=O)[O-])N1CCN(CCC1)C